C(#N)C1=C(N=C(S1)N(C1=C(N=C2N1C=C(C=C2)C2=C(C=C(C=N2)CC(=O)[O-])F)CC)C)C2=CC=C(C=C2)F 6-(3-((5-cyano-4-(4-fluorophenyl) thiazol-2-yl) (methyl) amino)-2-ethylimidazo[1,2-a]pyridin-6-yl)-5-fluoropyridin-3-ylacetate